N-(6-(4,4-Difluoropiperidin-1-yl)-5-methylpyridin-2-yl)-4-((2-hydroxyethyl)sulfonamido)-2-(6-azaspiro[2.5]octan-6-yl)benzamide FC1(CCN(CC1)C1=C(C=CC(=N1)NC(C1=C(C=C(C=C1)NS(=O)(=O)CCO)N1CCC2(CC2)CC1)=O)C)F